3-{[3-({5-methyl-3-[6-(trifluoromethyl)pyridin-3-yl]-1,2-oxazol-4-yl}methoxy)-5H,6H,7H,8H-pyrido[3,4-c]pyridazin-7-yl]methyl}-1λ6-thiolane-1,1-dione CC1=C(C(=NO1)C=1C=NC(=CC1)C(F)(F)F)COC1=CC2=C(N=N1)CN(CC2)CC2CS(CC2)(=O)=O